1-(3-fluorophenyl)-N-(3-methylbenzyl)-4-phenyl-1H-imidazol-2-amine FC=1C=C(C=CC1)N1C(=NC(=C1)C1=CC=CC=C1)NCC1=CC(=CC=C1)C